(Z)-5-(2,4-Dioxo-1,2,3,4-tetrahydro-5H-naphtho[1,2-b][1,4]diazepin-5-yl)-N'-hydroxynicotinimidamide O=C1CC(N(C2=C(N1)C1=CC=CC=C1C=C2)C=2C=NC=C(/C(/N)=N/O)C2)=O